[O-2].[Ti+4].[Zn+2].[Li+] lithium zinc titanium oxide